2,3,6,7,10,11-Hexaazatriphenylenehexacarbonitrile C1(N(N(C(=C2C3=C(N(N=CC3=C3C=NN=CC3=C12)C#N)C#N)C#N)C#N)C#N)C#N